C(C)(=O)C1=NN(C2=CC=C(C=C12)C=1C=NC(=NC1)C)CC(=O)N1[C@@H](C[C@H](C1)F)C(=O)NC1=C(C(=O)O)C=CC(=N1)Br ((2S,4R)-1-(2-(3-acetyl-5-(2-methylpyrimidin-5-yl)-1H-indazol-1-yl)acetyl)-4-fluoropyrrolidine-2-carboxamido)-6-bromonicotinic acid